(R)-N-((2-(6-(3-(hydroxymethyl)piperazin-1-yl)pyridin-2-yl)-1,6-naphthyridin-7-yl)methyl)-4-methyl-3-(methylsulfonyl)benzamide OC[C@H]1CN(CCN1)C1=CC=CC(=N1)C1=NC2=CC(=NC=C2C=C1)CNC(C1=CC(=C(C=C1)C)S(=O)(=O)C)=O